FC(C(=O)O)(F)F.CC methylmethane trifluoroacetate